ClC1=C(C=CC=C1F)C=1C(N(C(N(C1)CC(=O)[O-])=O)CC(S(=O)(=N)C)C)=O 2-[5-(2-chloro-3-fluoro-phenyl)-3-[Methyl 2-(methylsulfonimidoyl)ethyl]-2,4-dioxo-pyrimidin-1-yl]acetate